1-(4-oxo-4H-quinolizin-9-yl)-5-(trifluoromethyl)-1H-pyrazole-4-carboxylic acid O=C1C=CC=C2C(=CC=CN12)N1N=CC(=C1C(F)(F)F)C(=O)O